CN1C=NC(C1)=O 1-methylimidazolin-4-one